NC1=C(N=CC(=N1)N1CCC2(CC1)C(C1CCC1C2)N)SC2=C(C(=NC=C2)N)Cl 1'-(6-amino-5-((2-amino-3-chloropyridin-4-yl)thio)pyrazin-2-yl)spiro[bicyclo[3.2.0]heptane-3,4'-piperidin]-2-amine